C1(CC1)/C(=C/B1OC(C(O1)(C)C)(C)C)/C (E)-2-(2-Cyclopropylprop-1-en-1-yl)-4,4,5,5-tetramethyl-1,3,2-dioxaborolane